C(C)ONC(C1=CN=C(C=C1NC1=C(C=C(C=C1)C#C)N(S(=O)(=O)C)C)NC1=NC=C(C=C1)OC)=O N-ethoxy-4-((4-ethynyl-2-(N-methyl-methanesulfonamido)-phenyl)amino)-6-(5-methoxypyridin-2-ylamino)nicotinamide